1-{[(2S)-4-methyl-5-oxopyrrolidin-2-yl]methoxy}-7-(prop-2-yloxy)isoquinoline-6-carboxamide CC1C[C@H](NC1=O)COC1=NC=CC2=CC(=C(C=C12)OC(C)C)C(=O)N